(S)-2-(N-[4-Amino-5-(4-benzyloxybenzoyl)thiazol-2-yl]-4-fluoroanilino)propanamid NC=1N=C(SC1C(C1=CC=C(C=C1)OCC1=CC=CC=C1)=O)N(C1=CC=C(C=C1)F)[C@H](C(=O)N)C